CN(C1=CC=C(C=N1)CN(CCCNC1=CC(=NC2=CC=CC=C12)C1=CC=C(C=C1)OC)C)C N1-((6-(dimethylamino)pyridin-3-yl)methyl)-N3-(2-(4-methoxyphenyl)quinolin-4-yl)-N1-methylpropane-1,3-diamine